C1(CCCCC1)N1C(N(CCC1)CC(CN1C2=CC=C(C=C2C=2C=C(C=CC12)F)F)O)=O 1-cyclohexyl-3-(3-(3,6-difluoro-9H-carbazol-9-yl)-2-hydroxypropyl)tetrahydropyrimidin-2(1H)-one